N-(N-(4-Hydroxyphenylacetyl)-3-aminopropyl)-(N'-3-aminopropyl)-1,4-butanediamine OC1=CC=C(C=C1)CC(=O)NCCCNCCCCNCCCN